C(C1=CC=CC=C1)OC1=NC(=CC=C1C1=NN(C2=C(C=CC=C12)Br)C)OCC1=CC=CC=C1 3-(2,6-di(benzyloxy)pyridin-3-yl)-7-bromo-1-methyl-1H-indazole